(rac)-2-(5-methyl-1,3,4-oxadiazol-2-yl)but-3-yn-2-ol CC1=NN=C(O1)[C@@](C)(C#C)O |r|